BrC=1C=C(C(=CC1)N)NC[C@H]1OCC1 4-bromo-N2-[[(2S)-oxetan-2-yl]methyl]benzene-1,2-diamine